BrC=1C(=NC(=NC1)NC1=CC(=C(C=C1)N1CCC(CC1)N1CCN(CC1)C)OC)NC1=C(C=CC(=C1)F)C(C)(C)O 2-(2-((5-Bromo-2-((3-methoxy-4-(4-(4-methylpiperazin-1-yl)piperidin-1-yl)phenyl)amino)Pyrimidine-4-yl)amino)-4-fluorophenyl)propan-2-ol